FC=1C=C(C=CC1)CCC(=O)N[C@@H](CC(=O)O)C(=O)N[C@H](C(=O)NCC1=C(C=CC(=C1)OCCC1CNCCC1)C)CCC1=CC=CC=C1 (3S)-3-(3-(3-fluorophenyl)propanamido)-4-(((2S)-1-((2-methyl-5-(2-(piperidin-3-yl)ethoxy)benzyl)amino)-1-oxo-4-phenylbutan-2-yl)amino)-4-oxobutanoic acid